C(=O)C1=CC=C2CCCN(C2=N1)C(=O)NC1=NC=C(C(=C1)OC(C)C)CCC1=CC(=CC=C1)OC 7-formyl-N-(4-isopropoxy-5-(3-methoxyphenylethyl)pyridin-2-yl)-3,4-dihydro-1,8-naphthyridine-1(2H)-carboxamide